OCCSC=1C=C2C=CC(=CC2=CC1)C1(C2=CC=CC=C2C=2C=CC=CC12)C1=CC2=CC=C(C=C2C=C1)SCCO 9,9-bis[6-(2-hydroxyethylthio)naphthalen-2-yl]fluorene